BrC=1C=CC(=NC1)[C@H]1N([C@@H](CC2=C3C(=CC=C12)N(N=C3)[C@H]3OCCCC3)C)CC(CO[Si](C3=CC=CC=C3)(C3=CC=CC=C3)C(C)(C)C)(F)F (6S,8r)-6-(5-bromopyridin-2-yl)-7-(3-((tert-butyldiphenylsilyl)oxy)-2,2-difluoropropyl)-8-methyl-3-((S)-tetrahydro-2H-pyran-2-yl)-6,7,8,9-tetrahydro-3H-pyrazolo[4,3-f]isoquinoline